NC(COCC(N)(N)N)(N)N tris-aminoethylether